BrC=1C=CC2=C(N=C(S2)CC(C)(C)NC(OC(C)(C)C)=O)C1 tert-butyl (1-(5-bromobenzo[d]thiazol-2-yl)-2-methylpropan-2-yl)carbamate